FC(CN1C=NC(=C1C=1C=CC=2N(C1)C(=CN2)NC(OC)=O)C2=CC=C(C=C2)F)F methyl (6-(1-(2,2-difluoroethyl)-4-(4-fluorophenyl)-1H-imidazol-5-yl)imidazo[1,2-a]pyridin-3-yl)carbamate